C(C)(C)(C)OC(=O)N1CC2=C(CC1)SC(=C2Br)N 2-amino-3-bromo-6,7-dihydrothieno[3,2-c]pyridine-5(4H)-carboxylic acid tert-butyl ester